C(CCCCC)[B-](C1=CC=C(C=C1)Cl)(C1=CC=C(C=C1)Cl)C1=CC=C(C=C1)Cl.C(C1=CC=CC=C1)[N+](C1=CC=CC=C1)(C)C benzyldimethylanilinium hexyltris(p-chlorophenyl)borate